C1(CCCCC1)S(=O)(=O)NC=1C(=C(C(=CC1)F)C=1C=C2C=NC(=NC2=CC1)NC(C(C)(C)C)=O)F N-(6-(3-(cyclohexanesulfonamido)-2,6-difluorophenyl)quinazolin-2-yl)pivalamide